1,2-diamino-5-(2-boronoethyl)cyclohexanecarboxylic acid NC1(C(CCC(C1)CCB(O)O)N)C(=O)O